(1R,3S)-3-(3-{[(2-methoxypyridin-4-yl)acetyl]amino}-1H-pyrazol-5-yl)cyclopentylpropan-2-ylcarbamate COC1=NC=CC(=C1)CC(=O)NC1=NNC(=C1)[C@@H]1C[C@@H](CC1)CC(C)NC([O-])=O